4-methyl-3-nitro-4,5,6,7-tetrahydropyrazolo[1,5-a]pyrazine CC1C=2N(CCN1)N=CC2[N+](=O)[O-]